((3-chlorobenzyl)amino)-N-((1,3-dimethyl-1H-pyrazol-4-yl)methyl)-6-(3,5-dimethylisoxazol-4-yl)quinazoline-2-carboxamide ClC=1C=C(CNC2=NC(=NC3=CC=C(C=C23)C=2C(=NOC2C)C)C(=O)NCC=2C(=NN(C2)C)C)C=CC1